(3-(tert-butyl)-5-(3,5-dimethyl-1H-pyrazol-1-yl)phenyl)boric acid C(C)(C)(C)C=1C=C(C=C(C1)N1N=C(C=C1C)C)OB(O)O